5-((2-(4-((3-chloro-5-(cyanomethyl)benzyl)amino)butoxy)ethyl)amino)benzo[c][2,6]naphthyridine-8-carboxylic acid ClC=1C=C(CNCCCCOCCNC2=NC3=C(C4=CN=CC=C24)C=CC(=C3)C(=O)O)C=C(C1)CC#N